ethyl 2,4-dimethoxyphenylacetate COC1=C(C=CC(=C1)OC)CC(=O)OCC